3-(((4-chloro-2-nitrophenyl)amino)methyl)-2-fluorobenzoic acid methyl ester COC(C1=C(C(=CC=C1)CNC1=C(C=C(C=C1)Cl)[N+](=O)[O-])F)=O